FC(C=1C(=NN(C1)CC1=CC=C(C=C1)OC)C(=O)O)F 4-(difluoromethyl)-1-(4-methoxybenzyl)-1H-pyrazole-3-carboxylic acid